NC1=NC=CC=C1C1=NC=2C(=NC(=CC2)C2=CC=CC=C2)N1C1=CC=C(C=C1)C(N1CCC(CC1)NC1=NC(=NC=C1)C#N)([2H])[2H] 4-((1-((4-(2-(2-aminopyridin-3-yl)-5-phenyl-3H-imidazo[4,5-b]pyridin-3-yl)phenyl)methyl-d2)piperidin-4-yl)amino)pyrimidine-2-carbonitrile